C(C)N(C(CO)=O)CCC1=C2C(=NC=3C=C4C(=CC13)OCO4)C4=CC1=C(C(N4C2)=O)COC([C@]1(O)CC)=O (S)-N-ethyl-N-(2-(7-ethyl-7-hydroxy-8,11-dioxo-7,8,11,13-tetrahydro-10H-[1,3]dioxolano[4,5-g]pyrano[3',4':6,7]Indolizino[1,2-b]quinolin-14-yl)ethyl)-2-hydroxyacetamide